5-methoxy-1,2,3-triazole COC1=CN=NN1